methyl 2,4-dihydroxy-3,6-di-methylbenzoate OC1=C(C(=O)OC)C(=CC(=C1C)O)C